ClC1=C(C=2N=C(N=C(C2C=N1)N1CCOCC(C1)C)SC)F 4-(7-chloro-8-fluoro-2-(methylthio)pyrido[4,3-d]pyrimidin-4-yl)-6-methyl-1,4-oxazepane